BrC1=C(N=C2N1C=C(C=C2)C2=C(C(=CC=C2)F)C)NC(=O)[C@H]2[C@H](C2)F (1s,2s)-N-(3-bromo-6-(3-fluoro-2-methylphenyl)imidazo[1,2-a]pyridin-2-yl)-2-fluorocyclopropane-1-carboxamide